2-(1-hydroxypentyl)cyclopentanone CARBON [C].OC(CCCC)C1C(CCC1)=O